2-(4,4-difluorocyclohexyl)-4-(2-fluorophenyl)-N-(2-isopropoxypyrimidin-5-yl)nicotinamide FC1(CCC(CC1)C1=C(C(=O)NC=2C=NC(=NC2)OC(C)C)C(=CC=N1)C1=C(C=CC=C1)F)F